11-amino-3-cyclopropyl-7-(pyridin-3-yl)-4,5,6,7-tetrahydroisoxazolo[4'',3'':6',7']cyclohepta[1',2':4,5]pyrrolo[2,3-d]pyrimidin-4-ol 2,2,2-trifluoroacetate FC(C(=O)O)(F)F.NC=1C2=C(N=CN1)N(C1=C2C=2C(C(CC1)O)=C(ON2)C2CC2)C=2C=NC=CC2